5-tert-butyl-N-[[4-[6-[4-[4-[4-[(2,6-dioxo-3-piperidyl)amino]phenyl]-1-piperidyl]butyl]pyrrolo[1,2-b]pyridazin-4-yl]-2-methyl-phenyl]methyl]-1,2,4-oxadiazole-3-carboxamide C(C)(C)(C)C1=NC(=NO1)C(=O)NCC1=C(C=C(C=C1)C=1C=2N(N=CC1)C=C(C2)CCCCN2CCC(CC2)C2=CC=C(C=C2)NC2C(NC(CC2)=O)=O)C